3-((4-(2',3',4',5'-tetrahydro-[1,1'-biphenyl]-4-yl)-1H-benzo[d]imidazol-2-yl)methyl)benzoic acid C1(=CC=C(C=C1)C1=CC=CC=2NC(=NC21)CC=2C=C(C(=O)O)C=CC2)C=2CCCCC2